N(=C=S)C1CC(C1)(C)OC(C1=CC=CC=C1)=O (1S,3S)-3-isothiocyanato-1-methylcyclobutylbenzoate